The molecule is the anion resulting from the removal of a proton from the arsenate group of arseno-mycothiol. It is a conjugate base of an arseno-mycothiol. It is a conjugate acid of an arseno-mycothiol(2-). CC(=O)N[C@@H](CS[As](=O)(O)[O-])C(=O)N[C@@H]1[C@H]([C@@H]([C@H](O[C@@H]1OC2[C@@H]([C@H](C([C@H]([C@H]2O)O)O)O)O)CO)O)O